C(C)[N+]1(CCC(CC1)C=1C=C(C(=CC1)NC(=O)C1=NOC(=C1)C)C=1CCCCC1)CC 1,1-diethyl-4-(6-(5-methylisoxazole-3-carboxamido)-2',3',4',5'-tetrahydro-[1,1'-biphenyl]-3-yl)piperidin-1-ium